((2,4-difluorobenzyl)carbamoyl)-2,5-dimethyl-7,9-dioxo-2,3,4,5,7,9-hexahydro-1,6-methanopyrido[1,2-b][1,2,5]triazonin-4-yl benzoate C(C1=CC=CC=C1)(=O)OC1C(N2C(C=3N(N(C(C1)(C)C(NCC1=C(C=C(C=C1)F)F)=O)C2)C=CC(C3)=O)=O)C